S(=O)(=O)(OC(CCC)CCCCCC)[O-].[Na+] Sodium 4-decyl sulfate